Methyl (S)-3-amino-3-(2'-(but-3-en-1-ylcarbamoyl)-6'-methyl-[1,1'-biphenyl]-3-yl)propanoate hydrochloride Cl.N[C@@H](CC(=O)OC)C=1C=C(C=CC1)C1=C(C=CC=C1C)C(NCCC=C)=O